4-((1-([1,1'-biphenyl]-4-ylmethyl)-5-(3,5-difluorophenyl)-1H-indole-7-carboxamido)methyl)benzoic acid C1(=CC=C(C=C1)CN1C=CC2=CC(=CC(=C12)C(=O)NCC1=CC=C(C(=O)O)C=C1)C1=CC(=CC(=C1)F)F)C1=CC=CC=C1